cholesta-7,22-diene-3β,5α,6β-triol CC(C)CC=C[C@@H](C)[C@H]1CC[C@H]2C3=C[C@H]([C@]4(C[C@H](CC[C@]4(C)[C@H]3CC[C@]12C)O)O)O